[Si](C)(C)(C(C)(C)C)OCCN[C@H]1CN(CC1)C(=O)OC(C)(C)C tert-butyl (R)-3-((2-((tert-butyldimethylsilyl)oxy)ethyl)amino)pyrrolidine-1-carboxylate